2-(3-Chloro-2-fluorophenyl)-5-methoxy-N-(3-(5-(morpholinomethyl)-1H-benzo[d]imidazol-2-yl)-1H-pyrazol-4-yl)pyrimidin-4-amine ClC=1C(=C(C=CC1)C1=NC=C(C(=N1)NC=1C(=NNC1)C1=NC2=C(N1)C=CC(=C2)CN2CCOCC2)OC)F